4-((2-methoxyethyl)sulfonyl)phenol COCCS(=O)(=O)C1=CC=C(C=C1)O